(14S)-8-tert-Butyl-17-(2-hydroxypropyl)-12,12-dimethyl-2λ6-thia-3,9,11,18,23-pentaazatetracyclo[17.3.1.111,14.05,10]tetracosa-1(23),5(10),6,8,19,21-hexaene-2,2,4-trione C(C)(C)(C)C=1C=CC=2C(NS(C=3C=CC=C(NC(CC[C@H]4CC(N(C2N1)C4)(C)C)CC(C)O)N3)(=O)=O)=O